C[C@@H]1NC(OC1)=O (S)-4-methyloxazolidin-2-one